1-butyl-3-methylimidazole nitrite N(=O)O.C(CCC)N1CN(C=C1)C